1-ethylethylene C(C)C=C